1,1-bis-(4-methylphenyl)-1,3-butaneDiene CC1=CC=C(C=C1)C(=CC=C)C1=CC=C(C=C1)C